3-Hydroxypropyl 3-[[6-cyano-5-(trifluoromethyl)-pyridin-3-yl]amino]-2-hydroxy-2-methyl-3-oxo-propanoate C(#N)C1=C(C=C(C=N1)NC(C(C(=O)OCCCO)(C)O)=O)C(F)(F)F